tert-butyl 4-[3-[6-(2-cyano-3,6-difluoro-phenoxy)-4-oxo-quinazolin-3-yl]propyl]piperidine-1-carboxylate C(#N)C1=C(OC=2C=C3C(N(C=NC3=CC2)CCCC2CCN(CC2)C(=O)OC(C)(C)C)=O)C(=CC=C1F)F